3-bromo-5-fluoro-4-(1-hydroxyethyl)-N,N-dimethylbenzamide BrC=1C=C(C(=O)N(C)C)C=C(C1C(C)O)F